COC1CCC2(CC3=CC=C(C=C3[C@]23N=C(C=N3)C)C=3C=NC=C(C3)C#CC)CC1 (1r,1'R,4R)-4-methoxy-5''-methyl-6'-[5-(prop-1-yn-1-yl)pyridin-3-yl]-3'H-dispiro[cyclohexane-1,2'-indene-1',2''-imidazol]